diamyl sulfide C(CCCC)SCCCCC